4-Fluoro-N-[(2R)-3-[(2-hydroxyethyl)sulfanyl]-1-(morpholin-4-yl)-1-oxopropan-2-yl]benzamide FC1=CC=C(C(=O)N[C@H](C(=O)N2CCOCC2)CSCCO)C=C1